C(C)(C)(C)OC(=O)N1C[C@H](CC1)N(CCCCCC1=CC=C2CCCN(C2=N1)C(=O)OC(C)(C)C)CCC(F)F tert-butyl (S)-7-(5-((1-(tert-butoxycarbonyl)pyrrolidin-3-yl)(3,3-difluoropropyl)amino)pentyl)-3,4-dihydro-1,8-naphthyridine-1(2H)-carboxylate